N,N-dimethyl-8-nitroquinolin-3-amine CN(C=1C=NC2=C(C=CC=C2C1)[N+](=O)[O-])C